4-(4-amino-1-methylpyrrolidin-2-amido)-1-methylimidazole NC1CC(N(C1)C)C(=O)NC=1N=CN(C1)C